OC(=O)C(F)(F)F.NC(C)C1=NC=NN1C1=CC(=NC=N1)C1CN(C1)C(C)=O 1-[3-[6-[5-(1-aminoethyl)-1,2,4-triazol-1-yl]pyrimidin-4-yl]azetidin-1-yl]ethanone TFA salt